[Co](C#N)C#N cobalt cyanide